(R,E)-2-(3-((2-fluoroethoxy)methyl)-4-(pyrimidin-2-yl)piperazin-1-yl)-5-(2-(6-(4-methyl-1H-imidazol-1-yl)pyridin-3-yl)vinyl)pyrimidine FCCOC[C@H]1CN(CCN1C1=NC=CC=N1)C1=NC=C(C=N1)\C=C\C=1C=NC(=CC1)N1C=NC(=C1)C